(R)-5-(3-(dimethylamino)azetidin-1-yl)-N-(1-(3-(1-ethyl-1H-pyrazol-3-yl)-5-(1-isopropyl-1H-pyrazol-4-yl)phenyl)ethyl)-2-methylbenzamide CN(C1CN(C1)C=1C=CC(=C(C(=O)N[C@H](C)C2=CC(=CC(=C2)C=2C=NN(C2)C(C)C)C2=NN(C=C2)CC)C1)C)C